O=C1NCCCCN1 2-Oxo-1,3-diazepane